bis-(3,5-di-tert.-butyl-4-hydroxyphenyl)-propionat C(C)(C)(C)C=1C=C(C=C(C1O)C(C)(C)C)C(C(=O)[O-])(C)C1=CC(=C(C(=C1)C(C)(C)C)O)C(C)(C)C